C(C1=CC=CC=C1)OC1=C(C(=C(C(=O)OC2=C(C(=C(C(=C2C)C)S(=O)(=O)O)C)C)C(=C1)C)C)C 4-((4-(benzyloxy)-2,3,6-trimethylbenzoyl)oxy)-2,3,5,6-tetramethyl-benzenesulfonic acid